O\C(=C/C(=O)C=1C=CC2=C(C=C(O2)C2=CC=C(C=C2)O)C1OC)\C1=CC=CC=C1 (Z)-3-hydroxy-1-(2-(4-hydroxyphenyl)-4-methoxybenzofuran-5-yl)-3-phenylprop-2-en-1-one